NC1=C(C=NC=N1)C1=CC=C(C=C1)OC1=CC=NC=C1 6-amino-5-(4-(pyridin-4-yloxy)phenyl)pyrimidin